8-(6-(1-methyl-1H-indazol-5-yl)-3H-imidazo[4,5-b]pyridin-7-yl)-2,8-diazaspiro[4.5]decan-1-one CN1N=CC2=CC(=CC=C12)C=1C(=C2C(=NC1)NC=N2)N2CCC1(CCNC1=O)CC2